Cl.COC(=O)C1CC2(C1)CC(C2)N 6-Aminospiro[3.3]heptane-2-carboxylic acid methyl ester hydrochloride